1-bromo-2-phenylmethoxybenzene BrC1=C(C=CC=C1)OCC1=CC=CC=C1